1-(4-Isopropyl-3,4-dihydroquinoxaline-1(2H)-yl)-2-(pyrrolidin-1-yl)propan-1-one C(C)(C)N1CCN(C2=CC=CC=C12)C(C(C)N1CCCC1)=O